ClC=1C(=NC=CC1C1=NNC2=NC(=CN=C21)N2CCC1([C@@H](C=3N(N=CC3)C1)N[S@](=O)C(C)(C)C)CC2)F (R)-N-((S)-1-(3-(3-chloro-2-fluoropyridin-4-yl)-1H-pyrazolo[3,4-b]pyrazin-6-yl)-4'H,6'H-spiro[piperidine-4,5'-pyrrolo[1,2-b]pyrazol]-4'-yl)-2-methylpropan-2-sulfinamide